Boc-3-amino-1-propanol C(=O)(OC(C)(C)C)C(CCN)O